NC[C@H](C1=CC(=CC=C1)Cl)NC(=O)C=1N=CN(C1)C1=NC(=NC=C1C)NC1CCOCC1 (S)-N-(2-amino-1-(3-chlorophenyl)ethyl)-1-(5-methyl-2-((tetrahydro-2H-pyran-4-yl)amino)pyrimidin-4-yl)-1H-imidazole-4-carboxamide